[Si](C)(C)(C(C)(C)C)O[C@@H]1CN(CC1)C1=CC=C(C=N1)C=1SC=2C(NCCC2N1)=O (S)-2-(6-(3-((tert-butyldimethylsilyl)oxy)pyrrolidin-1-yl)pyridin-3-yl)-6,7-dihydrothiazolo[5,4-c]pyridin-4(5H)-one